COC1=CC=C(C=C1)CC(=O)NCCCC1=CC=C(C=C1)C=1C=C2C=NN(C2=CC1)C 2-(4-methoxyphenyl)-N-(3-(4-(1-methyl-1H-indazol-5-yl)phenyl)propyl)acetamide